COC=1C(=NC(=CC1)OC)CC(CC)N 1-(3,6-Dimethoxypyridin-2-yl)butan-2-amine